BrC=1C=C(C=NC1)NC1CCOCC1 5-bromo-N-(oxacyclohex-4-yl)pyridin-3-amine